2,6-di((E)-2-(pyridine-4-yl)vinyl)anthracene N1=CC=C(C=C1)/C=C/C1=CC2=CC3=CC=C(C=C3C=C2C=C1)\C=C\C1=CC=NC=C1